CON(C(C(C)OC)=O)CC1=CC=C(C=C1)C1=NOC(=N1)C(F)(F)F N,2-Dimethoxy-N-[[4-[5-(trifluoromethyl)-1,2,4-oxadiazol-3-yl]phenyl]methyl]propanamid